CN1N=CC(=C1)CCN 2-(1-methyl-1H-pyrazol-4-yl)ethan-1-amine